butylhexyl phosphate dodecylammonium salt C(CCCCCCCCCCC)[NH3+].P(=O)(OC(CCCCC)CCCC)([O-])[O-].C(CCCCCCCCCCC)[NH3+]